[3-[4-[(2R)-2-[4-[2-Chloro-4-(tetradecanoylamino)phenyl]-2-oxo-chromen-7-yl]oxypropanoyl]piperazin-1-yl]-3-oxo-propyl]-triphenyl-phosphonium chloride [Cl-].ClC1=C(C=CC(=C1)NC(CCCCCCCCCCCCC)=O)C1=CC(OC2=CC(=CC=C12)O[C@@H](C(=O)N1CCN(CC1)C(CC[P+](C1=CC=CC=C1)(C1=CC=CC=C1)C1=CC=CC=C1)=O)C)=O